N-(trideuteriomethyl)imidazo[1,5-a]pyridine-7-sulfonamide [2H]C(NS(=O)(=O)C1=CC=2N(C=C1)C=NC2)([2H])[2H]